(R)-1-(4-pyridyl)ethylamine N1=CC=C(C=C1)[C@@H](C)N